2'-(trifluoromethyl)-[1,1'-biphenyl]-4-carboxylic acid FC(C1=C(C=CC=C1)C1=CC=C(C=C1)C(=O)O)(F)F